3-hydroxy-N,2-dimethylpropionamide OCC(C(=O)NC)C